N1CCNCC1 (S)-hexahydropyrazin